ClC=1C=C(NC2(CCC3(C(CC4=CC=C(C=C34)OCCN(C)C)C[C@H](COC3=C4C(=NC=C3)C=CS4)C)CC2)C(=O)O)C=CC1 4-(3-Chloroanilino)-6'-[2-(dimethylamino)ethoxy]-2'-{(2R)-2-methyl-3-[(thieno[3,2-b]pyridin-7-yl)oxy]propyl}-2',3'-dihydrospiro[cyclohexane-1,1'-indene]-4-carboxylic acid